C1(=CC=C(C=C1)N(C1=CC=2C(C3=CC=CC=C3C2C=C1)(C)C)C1=CC=C(C=C1)C=1C=CC=2N(C3=CC=CC=C3C2C1)C1=CC=CC=C1)C1=CC=CC=C1 N-([1,1'-biphenyl]-4-yl)-9,9-dimethyl-N-(4-(9-phenyl-9H-carbazol-3-yl)phenyl)-9H-fluorene-2-amine